7-((2-methyl-2H-tetrazol-5-yl)(phenyl)methyl)-4,7-diazaspiro[2.5]octane-4-carboxylic acid tert-butyl ester C(C)(C)(C)OC(=O)N1C2(CC2)CN(CC1)C(C1=CC=CC=C1)C=1N=NN(N1)C